NC1=C(C(=O)N)C=C(C=C1C1=C2C=NNC2=CC=C1C)C1=NC=CC=C1 2-amino-3-(5-methyl-1H-indazol-4-yl)-5-(pyridin-2-yl)benzamide